3-(5-(3-Methyl-3-azabicyclo[3.1.0]hexan-6-yl)-2-oxobenzo[cd]indol-1(2H)-yl)piperidine-2,6-dione CN1CC2C(C2C1)C=1C=CC=2C(N(C3=CC=CC1C23)C2C(NC(CC2)=O)=O)=O